FC1=C(C2=C(C(=C(C(=C2C(=C1F)F)F)F)F)F)[B-](C1=C(C(=C(C2=C(C(=C(C(=C12)F)F)F)F)F)F)F)(C1=C(C(=C(C2=C(C(=C(C(=C12)F)F)F)F)F)F)F)C1=C(C(=C(C2=C(C(=C(C(=C12)F)F)F)F)F)F)F.C(C)[NH+](CC)CC triethyl-ammonium tetrakis(perfluoronaphthyl)borate